6-(4-amino-1-tert-butyl-pyrazolo[3,4-d]pyrimidin-3-yl)-N-(1-methylpyrazol-3-yl)-1H-indole-2-carboxamide NC1=C2C(=NC=N1)N(N=C2C2=CC=C1C=C(NC1=C2)C(=O)NC2=NN(C=C2)C)C(C)(C)C